ethyl 2-((2-(tert-butoxy)-2-oxoethyl)amino)-2-oxoacetate C(C)(C)(C)OC(CNC(C(=O)OCC)=O)=O